ClC1=C(C=CC=C1C1=C(C(=CC=C1)NC(=O)C1=NN2C(C(CCC2)=O)=C1)Cl)NC(=O)C=1SC=2CN(CCC2N1)CCF N-[2-chloro-3-[2-chloro-3-[(4-oxo-6,7-dihydro-5H-pyrazolo[1,5-a]pyridine-2-carbonyl)amino]phenyl]phenyl]-5-(2-fluoroethyl)-6,7-dihydro-4H-thiazolo[5,4-c]pyridine-2-carboxamide